1-cis-2,4-diethyl-2,3,4,6,7,8-hexahydro-5H-chromen-5-one C(C)C1OC=2CCCC(C2C(C1)CC)=O